methyl ((R)-4-amino-2-octanamido-4-oxobutyl)-L-alaninate NC(C[C@H](CN[C@@H](C)C(=O)OC)NC(CCCCCCC)=O)=O